O1[C@@H](COCC1)CN1CC2(C1)CN(C2)S(=O)(=O)C=2C(=NC(=CC2)C(F)(F)F)C (R)-2-((1,4-dioxan-2-yl)methyl)-6-((2-methyl-6-(trifluoromethyl)pyridin-3-yl)sulfonyl)-2,6-diazaspiro[3.3]heptane